5-chloro-6-(4,4-difluorocyclohex-1-en-1-yl)pyridin-3-amine ClC=1C=C(C=NC1C1=CCC(CC1)(F)F)N